C(CC=C)N1C(C2=C(C(=C1)C#C[C@@](C)(C1=NOC(=C1)C)O)C(=C(N2)C)C(=O)OCC)=O ethyl 6-but-3-enyl-4-[(3S)-3-hydroxy-3-(5-methylisoxazol-3-yl)but-1-ynyl]-2-methyl-7-oxo-1H-pyrrolo[2,3-c]pyridine-3-carboxylate